(2R,3S,4R,5R,6S)-2-(acetoxymethyl)-6-((4-hydroxy-2-oxo-2H-chromen-3-yl)thio)tetrahydro-2H-pyran-3,4,5-triyl triacetate C(C)(=O)O[C@H]1[C@H](O[C@H]([C@@H]([C@@H]1OC(C)=O)OC(C)=O)SC=1C(OC2=CC=CC=C2C1O)=O)COC(C)=O